4-(6-(2-methoxypropan-2-yl)-7-methyl-2-(3-(m-tolyl)-1H-pyrazol-1-yl)thieno[3,2-d]pyrimidin-4-yl)morpholine COC(C)(C)C1=C(C=2N=C(N=C(C2S1)N1CCOCC1)N1N=C(C=C1)C=1C=C(C=CC1)C)C